C(C)(C)(C)OC(=O)N1CC2(COC2)C(C1)C(=O)O 6-(tert-butoxycarbonyl)-2-oxa-6-azaspiro[3.4]octane-8-carboxylic acid